Cl.NC(C(=O)N1CCN(CC1)C(=O)NC1=NC(N(C=C1)C=1C=C2CC(CC2=CC1)NC[C@@H]1C[C@H](C1)N)=O)(C)C 4-(2-amino-2-methylpropionyl)-N-(1-(2-(((trans-3-aminocyclobutyl)methyl)amino)-2,3-dihydro-1H-inden-5-yl)-2-oxo-1,2-dihydropyrimidin-4-yl)piperazine-1-carboxamide hydrochloride